C(C)(C)S(=O)(=O)C1=C(C#N)C=CC=C1 isopropylsulfonyl-benzonitrile